FC(CN1N=CC(=C1)NC1=NC=CC(=N1)C1=CC=C(C=C1)N1C(NCC1)=O)(C(F)(F)F)F 1-(4-(2-((1-(2,2,3,3,3-pentafluoropropyl)-1H-pyrazol-4-yl)amino)pyrimidin-4-yl)phenyl)imidazolidin-2-one